FCC1=C([C@@H](C2=C(N1)COC2=O)C2=C(C=CC=C2)C(F)(F)F)C(=O)OC Methyl (R)-2-(fluoromethyl)-5-oxo-4-(2-(trifluoromethyl)phenyl)-1,4,5,7-tetrahydrofuro[3,4-b]pyridine-3-carboxylate